1-(pyrimidin-2-yl)piperidin-4-amine N1=C(N=CC=C1)N1CCC(CC1)N